C12C(CC(C=C1)C2)CCCCC2C1C=CC(C2)C1 1,4-di(bicyclo[2.2.1]hept-5-en-2-yl)butane